N,N'-bis(5-ethyl-3-methoxy-2-octoxybenzyl)-N,N'-dimethylethane-1,2-diamine C(C)C=1C=C(C(=C(CN(CCN(C)CC2=C(C(=CC(=C2)CC)OC)OCCCCCCCC)C)C1)OCCCCCCCC)OC